1,5-bis(2-bromo-3-hydroxyphenyl)-3-pentanone BrC1=C(C=CC=C1O)CCC(CCC1=C(C(=CC=C1)O)Br)=O